Chloro(methyl)disilane Cl[SiH]([SiH3])C